COC1=CC=C2C=3C=CN=C(C3N(C2=C1)CCCC(O)C(F)(F)F)C 4-(7-Methoxy-1-methyl-β-carbolin-9-yl)-1-trifluoromethylbutanol